6-bromo-N,N-di-m-tolylnaphthalen-2-amine BrC=1C=C2C=CC(=CC2=CC1)N(C=1C=C(C=CC1)C)C=1C=C(C=CC1)C